C(CCCCCCCCC)(=O)OCC(O)CO glyceryl mono-caprinate